(R/S)-2-(3-(4-(difluoromethoxy)phenyl)-3-hydroxypyrrolidin-1-yl)-4-((1-(hydroxymethyl)cyclobutyl)amino)-6,7-dihydrothieno[3,2-d]pyrimidine 5-oxide FC(OC1=CC=C(C=C1)C1(CN(CC1)C=1N=C(C2=C(N1)CC[S@]2=O)NC2(CCC2)CO)O)F |r|